C12(C(CCC(C1(C)C)C2)(C)CC(CC(=O)O)C)C21C(CCC(C2(C)C)C1)(C)C12C(CCC(C1(C)C)C2)C.C(C)OC(CCCCCC)=O.COC2=CC=C(C(=O)OC)C=C2 methyl p-methoxybenzoate ethyl-heptanoate TERPINYL-ISOVALERATE